Benzyl-(1-(bromomethyl)cyclopropyl)sulfane C(C1=CC=CC=C1)SC1(CC1)CBr